5-propylcytosine C(CC)C=1C(=NC(NC1)=O)N